bis(2-chloroethylthioethyl) ether ClCCSCCOCCSCCCl